N/C(/NCCC[C@@H](NC(C(C1=CC=CC=C1)C1=CC=C(OCCCN2CCN(CC2)C(=O)OC(C)(C)C)C=C1)=O)C(NCC1=C(C=C(C=C1F)O)F)=O)=N/C(NCCNC(CC)=O)=O tert-butyl 4-(3-(4-((4R,Z)-9-amino-4-((2,6-difluoro-4-hydroxybenzyl)carbamoyl)-2,11,16-trioxo-1-phenyl-3,8,10,12,15-pentaazaoctadec-9-en-1-yl)phenoxy)propyl)piperazine-1-carboxylate